N-(4-chlorobenzyl)-8-((4,4-dioxido-4-thiaspiro[2.5]octan-8-yl)oxy)-1-methyl-2-oxo-1,2-dihydropyrido[2,3-d]pyridazine-3-carboxamide ClC1=CC=C(CNC(=O)C2=CC=3C(=C(N=NC3)OC3CCCS(C34CC4)(=O)=O)N(C2=O)C)C=C1